1-(5-(1-((tert-butyl-dimethylsilyl)oxy)ethyl)-6-chloropyridin-2-yl)-5,6-dimethoxy-1H-benzo[d]imidazole [Si](C)(C)(C(C)(C)C)OC(C)C=1C=CC(=NC1Cl)N1C=NC2=C1C=C(C(=C2)OC)OC